COC1CCN(CC1)C=1C=CC(=NC1)N 5-(4-methoxypiperidin-1-yl)pyridin-2-amine